C(C(O)CO)OCCCCCCCCCCCCCCCC α-hexadecyl glyceryl ether